COC(=O)C1=CC2=C(C(=NO2)C)C=C1F 5-fluoro-3-methyl-1,2-benzoxazole-6-carboxylic acid methyl ester